(S)-1-(2-{[1-(2,2-difluoroethyl)-1H-pyrazol-4-yl]sulfonyl}-2H,4H,5H,6H-pyrrolo[3,4-c]pyrazole-5-carbonyl)-1,2,3,4-tetrahydroisoquinolin-3-one FC(CN1N=CC(=C1)S(=O)(=O)N1N=C2C(=C1)CN(C2)C(=O)[C@H]2NC(CC1=CC=CC=C21)=O)F